C(C)(C)(C)OC(=O)N1N=CC(=C1)CC1=C(C=C(C=C1)C(=O)OC)C#N 4-(2-cyano-4-(methoxycarbonyl)benzyl)-1H-pyrazole-1-carboxylic acid tert-butyl ester